IC1=C2N=C(N(C2=NC(=N1)C)C1OCCCC1)C=O 6-iodo-2-methyl-9-tetrahydropyran-2-yl-purine-8-carbaldehyde